3-Glycidyloxypropylheptamethyltrisiloxane C(C1CO1)OCCC[Si](O[Si](O[Si](C)(C)C)(C)C)(C)C